N1(N=NC2=C1C=CC=C2)C2=NC(=C(C(=N2)OC)C(F)(F)F)F 2-(1-benzotriazolyl)-6-fluoro-4-methoxy-5-trifluoromethylpyrimidine